COC[C@]12CN(C[C@@H]2C1)C(=O)C1=CN(C2=C1C(N(C=C2C)C)=O)C 3-(((1R,5R)-1-(methoxymethyl)-3-azabicyclo[3.1.0]hex-3-yl)carbonyl)-1,5,7-trimethyl-1,5-dihydro-4H-pyrrolo[3,2-c]pyridin-4-one